4-(9,9-dioctyl-7-(quinolin-4-yl)-9H-fluoren-2-yl)-N,N-diphenyl-aniline C(CCCCCCC)C1(C2=CC(=CC=C2C=2C=CC(=CC12)C1=CC=C(N(C2=CC=CC=C2)C2=CC=CC=C2)C=C1)C1=CC=NC2=CC=CC=C12)CCCCCCCC